FC(OC1=C(C=CC(=C1F)F)[C@H]1[C@H](O[C@@]([C@@H]1C)(C(F)(F)F)C)C(=O)NC1=CC(=NC=C1C)C(=O)N)F (2S,3S,4R,5S)-4-[[3-[2-(difluoromethoxy)-3,4-difluoro-phenyl]-4,5-dimethyl-5-(trifluoromethyl)tetrahydrofuran-2-carbonyl]amino]-5-methyl-pyridine-2-carboxamide